BrC1=CC(=C(C(=C1)C)NC(CC(C)(C)C)=O)F N-(4-bromo-2-fluoro-6-methylphenyl)-3,3-dimethylbutanamide